(S)-N-(5-chloropyridin-2-yl)-2-hydroxypropanamide ClC=1C=CC(=NC1)NC([C@H](C)O)=O